CP(=O)(C)C1=C(C=C(C=C1)C(F)(F)F)NC1=NC(=NC=C1C(F)(F)F)NC1CNCCC1 N4-[2-(dimethylphosphoryl)-5-(trifluoromethyl)phenyl]-N2-(piperidin-3-yl)-5-(trifluoromethyl)pyrimidine-2,4-diamine